ClC=1C(=CC(=NC1)NC(=O)N1CCCC2=CC(=C(N=C12)C=O)CO)OC1COCC1 N-(5-chloro-4-((tetrahydrofuran-3-yl)oxy)pyridin-2-yl)-7-formyl-6-(hydroxymethyl)-3,4-dihydro-1,8-naphthyridine-1(2H)-carboxamide